3-(10-bromo-2-methyl-4-oxo-5,6-dihydro-2H-2,6-methanobenzo[g][1,3,5]oxadiazocine-3(4H)-yl)benzoic acid BrC1=CC=CC=2C3NC(N(C(OC21)(C3)C)C=3C=C(C(=O)O)C=CC3)=O